COC=1C=C(C=CC1OC)C1=NN2C(CCC(C2)C2CC3CCC(C2)N3C3CCN(CC3)C(C)C)=N1 2-(3,4-dimethoxyphenyl)-6-(8-(1-isopropylpiperidin-4-yl)-8-azabicyclo[3.2.1]octan-3-yl)-5,6,7,8-tetrahydro-[1,2,4]triazolo[1,5-a]pyridine